5-(benzofuran-2-yl)-7-methylquinoxalin-2(1H)-one O1C(=CC2=C1C=CC=C2)C2=C1N=CC(NC1=CC(=C2)C)=O